COC1=NC=C(C(=N1)OC)C=1N(C2=NC=NC(=C2N1)N1CC(CC1)OCCN1CCCCC1)C1OCCCC1 8-(2,4-dimethoxypyrimidin-5-yl)-6-[3-[2-(1-piperidyl)ethoxy]pyrrolidin-1-yl]-9-tetrahydropyran-2-yl-purine